(2S,3R)-N-((1H-pyrrolo[3,2-c]pyridin-2-yl)methyl)-3-hydroxy-1-((4-phenoxybenzoyl)glycyl)pyrrolidine-2-carboxamide N1C(=CC=2C=NC=CC21)CNC(=O)[C@H]2N(CC[C@H]2O)C(CNC(C2=CC=C(C=C2)OC2=CC=CC=C2)=O)=O